3-Amino-6-(3,3-difluoropropoxy)-4-(7-fluoro-1H-indazol-4-yl)-7-methyl-1H-1,5-naphthyridin-2-one NC=1C(NC2=CC(=C(N=C2C1C1=C2C=NNC2=C(C=C1)F)OCCC(F)F)C)=O